N-(4-chloro-2-fluorophenyl)-5-(2-chloro-5-(isobutyrylaminomethyl)benzoylamino)-1-ethyl-1H-indole-2-carboxamide ClC1=CC(=C(C=C1)NC(=O)C=1N(C2=CC=C(C=C2C1)NC(C1=C(C=CC(=C1)CNC(C(C)C)=O)Cl)=O)CC)F